6-(1-aminocyclopropyl)-1-isopropylbenzo[cd]indol-2(1H)-one NC1(CC1)C=1C=2C3=C(C(N(C3=CC1)C(C)C)=O)C=CC2